2-(1-(3-bromo-4-methoxyphenyl)-2,2-difluoro-2-(phenylsulfonyl)ethyl)isoindoline BrC=1C=C(C=CC1OC)C(C(S(=O)(=O)C1=CC=CC=C1)(F)F)N1CC2=CC=CC=C2C1